C(C)(C)N1CC(N(C2(CCN(C2)C2=CC(=NC=C2)C)C1=O)CC1=CC=C(C=C1)C(F)(F)F)=O 9-isopropyl-2-(2-methylpyridin-4-yl)-6-(4-(trifluoromethyl)benzyl)-2,6,9-triazaspiro[4.5]decane-7,10-dione